C(CS)[C@@H](C(=O)O)N The molecule is a homocysteine that has L configuration. It has a role as a mouse metabolite. It is a homocysteine and a serine family amino acid. It is a conjugate acid of a L-homocysteinate. It is a tautomer of a L-homocysteine zwitterion.